CC1=CC=C(C=C1)S(=O)(=O)OCC1CC=2C(=C3C(=NC2C)N(CC3)C)C1 (3,5-Dimethyl-1,2,3,6,7,8-hexahydrocyclopenta[d]pyrrolo[2,3-b]pyridin-7-yl)methyl 4-methylbenzenesulfonate